ClC1=CC=C(C=C1)C(N1[C@@H](CN(CC1)C1=C(C(N(C=2C=CC(=NC12)C#N)C)=O)Cl)C)C1=CC=C(C=C1)Cl (R)-8-(4-(bis(4-chlorophenyl)methyl)-3-methylpiperazin-1-yl)-7-chloro-5-methyl-6-oxo-5,6-dihydro-1,5-naphthyridine-2-carbonitrile